3-Methylazetidine-3-carboxylic acid CC1(CNC1)C(=O)O